5-chloro-4-(cyclopentylmethoxy)-2-fluoro-N-((4-(piperidin-3-yloxy)piperidin-1-yl)sulfonyl)benzamide ClC=1C(=CC(=C(C(=O)NS(=O)(=O)N2CCC(CC2)OC2CNCCC2)C1)F)OCC1CCCC1